N-(4-(4-amino-2-butyl-1H-imidazo[4,5-c]quinolin-1-yl)butyl)-4-(pyrrolidin-1-yl)benzamide NC1=NC=2C=CC=CC2C2=C1N=C(N2CCCCNC(C2=CC=C(C=C2)N2CCCC2)=O)CCCC